quinoline-2-Amine N1=C(C=CC2=CC=CC=C12)N